(4-nitrobenzyl)-3-(1H-tetrazol-5-yl)quinolin-4(1H)-one [N+](=O)([O-])C1=CC=C(CN2C=C(C(C3=CC=CC=C23)=O)C2=NN=NN2)C=C1